(2R,4R)-N2-(5-((+)-1-amino-1-(4-cyanophenyl)-3-cyclopropyl-propyl)-2-fluorophenyl)-N1-(4-chlorophenyl)-4-hydroxypyrrolidine-1,2-dicarboxamide NC(CCC1CC1)(C1=CC=C(C=C1)C#N)C=1C=CC(=C(C1)NC(=O)[C@@H]1N(C[C@@H](C1)O)C(=O)NC1=CC=C(C=C1)Cl)F